4-{2-ethoxy-5-[(4-ethylpiperazin-1-yl)sulfonyl]phenyl}-8-methyl-6-propyl-imidazo[1,5-d][1,2,4]triazin-1(2H)-one C(C)OC1=C(C=C(C=C1)S(=O)(=O)N1CCN(CC1)CC)C1=NNC(C=2N1C(=NC2C)CCC)=O